3-(Azetidin-1-yl)-4-[(6S)-2,2-difluoro-7-[(5-methoxy-7-methyl-1H-indol-4-yl)methyl]-7-azaspiro[3.5]nonan-6-yl]benzoic acid N1(CCC1)C=1C=C(C(=O)O)C=CC1[C@@H]1CC2(CC(C2)(F)F)CCN1CC1=C2C=CNC2=C(C=C1OC)C